C1(CC1)C=1C=C(C=CC1)[C@H](C)NC(=O)C=1C=C2C(=C(N(C2=CC1)CC1=CC=C(C=C1)C=1C(=CC=CC1)C(=O)OC(C)(C)C)C)C (S)-tert-Butyl 4'-((5-((1-(3-cyclopropylphenyl)ethyl)carbamoyl)-2,3-dimethyl-1H-indol-1-yl)methyl)-[1,1'-biphenyl]-2-carboxylate